[NH4+].ClC1=C(C(=CC=C1)Cl)C=1OC(=C(N1)C(=O)N)NC1=CC=C(C=C1)C(=O)N1CCS(CC1)(=O)=O (2,6-dichlorophenyl)-5-[4-(1,1-dioxo-1,4-thiazinan-4-carbonyl)-anilino]oxazole-4-carboxamide ammonium